tert-butyl N-[(1R)-3-carbamoyl-1-(diphenylmeth-ylcarbamoyl)-propyl]carbamate C(N)(=O)CC[C@H](C(NC(C1=CC=CC=C1)C1=CC=CC=C1)=O)NC(OC(C)(C)C)=O